C1=2C=C(C=CC2CC1)CO Bicyclo[4.2.0]octane-1(6),2,4-trien-3-ylmethanol